ClC=1C=C(C=CC1)[C@@H]1[C@H](C1)C(=O)NC1=NC=NC(=C1)NCC=1N=C2N(C=C(C=C2C(=O)N2CCOCC2)C2CC2)C1 (1S,2S)-2-(3-chlorophenyl)-N-(6-(((6-cyclopropyl-8-(morpholine-4-carbonyl)imidazo[1,2-a]pyridin-2-yl)methyl)amino)pyrimidin-4-yl)cyclopropane-1-carboxamide